C(CCCCC)NC(C1=CN=CC=C1)=O N-hexylnicotinamide